methylhydroxyethyl-piperazine CC1N(CCNC1)CCO